9-cyclopropylethynyl-2-((S)-1-[1,4]dioxan-2-ylmethoxy)-1,7,7-trimethyl-6,7-dihydro-pyrido[2,1-a]isoquinolin-4-one C1(CC1)C#CC=1C=C2C(CN3C(C2=CC1)=C(C(=CC3=O)OC[C@H]3OCCOC3)C)(C)C